C(=O)O.CNC(C)C N-methylpropan-2-amine formate